cetylcholine C(CCCCCCCCCCCCCCC)OCC[N+](C)(C)C